ClC=1N=C2C(=C(C(N(C2=CC1)C)=O)C#N)N1CCN(CC1)CC1=C(C=C(C=C1)F)O 6-chloro-4-(4-(4-fluoro-2-hydroxybenzyl)piperazin-1-yl)-1-methyl-2-oxo-1,2-dihydro-1,5-naphthyridine-3-carbonitrile